Cl.CN(CCCN=C=NCC)C 1-(3-di-methylaminopropyl)-3-ethylcarbodiimide hydrochloride